6-amino-2,3-difluorophenol NC1=CC=C(C(=C1O)F)F